OCCO[C@H]1CN(CCCC1)C(=O)OC(C)(C)C tert-butyl (R)-3-(2-hydroxyethoxy)azepane-1-carboxylate